O1C=NC2=C1C=CC(=C2)N2N(C=CC2=O)C 2-(benzo[d]oxazol-5-yl)-1-methyl-1,2-dihydro-3H-pyrazol-3-one